(1R,2S,5S)-N-((S)-1-cyano-2-(6-methyl-2-oxo-1,2-dihydroquinolin-3-yl)ethyl)-6,6-dimethyl-3-(2-(3-methyl-1H-pyrazol-5-yl)acetyl)-3-azabicyclo[3.1.0]hexane-2-carboxamide C(#N)[C@H](CC=1C(NC2=CC=C(C=C2C1)C)=O)NC(=O)[C@@H]1[C@H]2C([C@H]2CN1C(CC1=CC(=NN1)C)=O)(C)C